C1(CC1)C=1C=C(C=CC1)C(C)(C)NC(OC1CN2CCC1CC2)=O 1-azabicyclo[2.2.2]oct-3-yl [2-(3-cyclopropylphenyl)propan-2-yl]carbamate